1-(3-{[(7-chloro-1H-indol-4-yl)methyl]amino}pyrido[2,3-b]pyrazin-6-yl)piperidin-4-ol ClC=1C=CC(=C2C=CNC12)CNC1=CN=C2C(=N1)N=C(C=C2)N2CCC(CC2)O